N-(3-(1H-indol-3-yl)propyl)-4-(3-(4-methylpiperazin-1-yl)propoxy)benzenesulfonamide N1C=C(C2=CC=CC=C12)CCCNS(=O)(=O)C1=CC=C(C=C1)OCCCN1CCN(CC1)C